OC=1C=C(C=CC1O)/C=C/C(=O)NCCC1=CC=C(C=C1)OCCC(C)(C)C (E)-3-(3,4-dihydroxyphenyl)-N-(4-(3,3-dimethylbutoxy)phenethyl)acrylamide